Cl.NCCNC=1C=C(C=CC1[N+](=O)[O-])OC 3-[(2-Aminoethyl)amino]-1-methoxy-4-nitrobenzene hydrochloride